rac-methyl (1R,2S,6R)-2-(4-bromo-3-fluorophenyl)-6-(chlorocarbonyl)cyclohexane-1-carboxylate BrC1=C(C=C(C=C1)[C@@H]1[C@H]([C@@H](CCC1)C(=O)Cl)C(=O)OC)F |r|